N-(3,4-dichlorophenyl)-4-[4-(6-methoxypyridin-3-yl)-2-oxo-2,3-dihydro-1H-1,3-benzodiazol-1-yl]piperidine-1-carboxamide ClC=1C=C(C=CC1Cl)NC(=O)N1CCC(CC1)N1C(NC2=C1C=CC=C2C=2C=NC(=CC2)OC)=O